FCCO[C@@H]1[C@H](C2=CC=CC=C2C1)N (1S,2S)-2-(2-fluoroethoxy)-2,3-dihydro-1H-inden-1-amine